O-(1-(4-methoxyphenyl)ethyl)hydroxylamine hydrochloride Cl.COC1=CC=C(C=C1)C(C)ON